3-PYRIDINECARBOXYLIC ACID, HYDRATE O.N1=CC(=CC=C1)C(=O)O